BrC(CS)CCBr 2,4-dibromobutanethiol